P(=O)(O)(O)O.C(=C)N1CN(C=C1)CCCCS(=O)(=O)O 1-vinyl-3-(sulfobutyl)imidazole dihydrogen phosphate